C([C@H](O)C1=CC=CC=C1)(=O)OC methyl (R)-mandelate